ethyl 2-({6-[(1,3-benzothiazol-2-yl) amino]-5-methylpyridazin-3-yl} [2-(morpholin-4-yl) ethyl] amino)-1,3-thiazole-4-carboxylate S1C(=NC2=C1C=CC=C2)NC2=C(C=C(N=N2)N(C=2SC=C(N2)C(=O)OCC)CCN2CCOCC2)C